(S)-2-fluoro-3-methyl-dispiro[indene-1,1'-cyclohexane-3',2''-[1,3]dioxolane] FC1=C(C2=CC=CC=C2[C@]12CC1(OCCO1)CCC2)C